FC1=CC=C(C(=O)NC(CO)C)C=C1 4-Fluoro-N-(1-hydroxy-2-propyl)benzamide